[K+].CC(CCCC)C=1C(=CC(=C(C(=O)[O-])C1)C)O 5-(1-methylpentyl)-4-hydroxy-2-methylbenzoic acid, potassium salt